C(C)(=O)NC1=CC=C(C=C1)NC(C(C1=C(C=CC=C1)Cl)Cl)=O N-(4-acetamidophenyl)-2-chloro-2-(2-chlorophenyl)acetamide